O=C1NC(CCC1N1C(C2=CC=C(C=C2C1)CNC(C)=O)=O)=O N-((2-(2,6-dioxopiperidin-3-yl)-1-oxo-isoindolin-5-yl)methyl)acetamide